FC1=C(C=C(C=C1)O)C=O (2-fluoro-5-hydroxyphenyl)methanone